4-(azetidin-1-yl)but-2-en-1-one N1(CCC1)CC=CC=O